C(C)(C)N1CC[C@H](C1)OC (2S,4R)-1-isopropyl-4-methoxypyrrolidin